C(CCC)NC(=O)C1=NC(=CC=C1)N1CCN(CCC1)C1CCN(CC1)[C@H](C(F)(F)F)C N-Butyl-6-(4-{1-[(2S)-1,1,1-trifluoropropan-2-yl]piperidin-4-yl}-1,4-diazepan-1-yl)pyridine-2-carboxamide